FCC1=CC=C(C=C1)C1=CC=C(C=C1)CF 4,4'-bis(fluoromethyl)biphenyl